C(C)(=O)C1=CC=C(S1)C=1SC=CC1 5-acetyl-2,2'-bithiophene